tert-butyl ((1'-(2-oxo-2,3-dihydrobenzo[d]oxazol-6-yl)-[1,4'-bipiperidin]-4-yl)methyl)carbamate O=C1OC2=C(N1)C=CC(=C2)N2CCC(CC2)N2CCC(CC2)CNC(OC(C)(C)C)=O